C(C)(C)O 1-Isopropyl alcohol